[(3S)-5-fluoro-3,4-dihydro-3-(trifluoromethyl)-1(2H)-quinolinyl][2-methyl-5-[3-(1-methylethyl)-1H-1,2,4-triazol-1-yl]phenyl]methanone FC1=C2C[C@@H](CN(C2=CC=C1)C(=O)C1=C(C=CC(=C1)N1N=C(N=C1)C(C)C)C)C(F)(F)F